NC=1C(=NC(=C(N1)C1=CC=C(C=C1)F)C=1C=C2C(=NC=NC2=CC1)C)C(=O)NC 3-amino-5-(4-fluorophenyl)-N-methyl-6-(4-methylquinazolin-6-yl)pyrazine-2-carboxamide